2-(4-chloro-3-(trifluoromethyl)phenyl)-3-(4-(piperidin-1-yl)but-1-ynyl)-6-(5-(trifluoromethyl)-2H-pyrazol-3-yl)phenol ClC1=C(C=C(C=C1)C1=C(C(=CC=C1C#CCCN1CCCCC1)C=1NN=C(C1)C(F)(F)F)O)C(F)(F)F